ClC1=C(N=NC(=C1)C1=C(C=CC=C1F)F)C(=O)[O-] 4-chloro-6-(2,6-difluorophenyl)pyridazine-3-carboxylate